N-(3-((4R,5S)-5-amino-7-ethyl-6-oxo-1-phenyl-4,5,6,7-tetrahydro-1H-pyrazolo[3,4-b]pyridin-4-yl)benzyl)-2-(morpholinomethyl)acrylamide N[C@H]1[C@@H](C2=C(N(C1=O)CC)N(N=C2)C2=CC=CC=C2)C=2C=C(CNC(C(=C)CN1CCOCC1)=O)C=CC2